N-(2-(Benzylamino)-2-oxo-1-phenylethyl)-N-(3-chloro-4-methoxyphenyl)-propiolamide C(C1=CC=CC=C1)NC(C(C1=CC=CC=C1)N(C(C#C)=O)C1=CC(=C(C=C1)OC)Cl)=O